6-oxo-3,4,6,7-tetrahydro-2H-[1,4]thiazepino[2,3,4-hi]indole-9-carbonitrile O=C1N2C3=C(C=C(C=C3C1)C#N)SCCC2